C(C)OC(C1=CN=C(C=C1)OCCN1C(=NC=C1[N+](=O)[O-])C)=O 6-(2-(2-methyl-5-nitro-1H-imidazol-1-yl)ethoxy)nicotinic acid ethyl ester